FC(C)(F)C1=NC(=CC(=N1)NC1=CC(=NC=C1OC(C)C)NC(C)=O)C N-(4-((2-(1,1-difluoroethyl)-6-methylpyrimidin-4-yl)amino)-5-propan-2-yloxypyridin-2-yl)acetamide